(S)-5-((5-methoxy-1H-pyrazol-3-yl)amino)-3-((1-(pyridazin-3-yl)ethyl)amino)pyrazine-2-carbonitrile COC1=CC(=NN1)NC=1N=C(C(=NC1)C#N)N[C@@H](C)C=1N=NC=CC1